COC(=O)C1=NC(=C(N=C1NC1=CC=C(C=C1)C(C)(C)O)NC)C=1C2=C(C=NC1)N(C=N2)C.FCCCCCN2C=C(C1=CC=CC=C21)C(=O)C2=CC=C(C1=CC=CC=C21)CC 1-(5-fluoropentyl)-3-(4-ethyl-1-naphthoyl)indole methyl-3-[4-(1-hydroxy-1-methyl-ethyl)anilino]-5-(methylamino)-6-(3-methylimidazo[4,5-c]pyridin-7-yl)pyrazine-2-carboxylate